6-(5-bromo-2-{4-[2-(3,6-dihydro-2H-pyran-4-yl)-6-methylpyrimidin-4-yl]-1H-1,2,3-triazol-1-yl}phenyl)-6-azaspiro[2.5]octane BrC=1C=CC(=C(C1)N1CCC2(CC2)CC1)N1N=NC(=C1)C1=NC(=NC(=C1)C)C=1CCOCC1